chromium(II) salicylic acid C(C=1C(O)=CC=CC1)(=O)O.[Cr+2]